N-(4-(1H-pyrrolo[2,3-b]pyridine-5-yl)phenyl)amide N1C=CC=2C1=NC=C(C2)C2=CC=C(C=C2)[NH-]